methyltri-n-octyl-ammonium nitrate [N+](=O)([O-])[O-].C[N+](CCCCCCCC)(CCCCCCCC)CCCCCCCC